(3S)-N,5-dimethyl-3-((2-(2-(2-propenoyl)-2,6-diazaspiro[3.4]octan-6-yl)pyrido[3,4-d]pyrimidin-4-yl)amino)hexanamide CNC(C[C@H](CC(C)C)NC=1C2=C(N=C(N1)N1CC3(CN(C3)C(C=C)=O)CC1)C=NC=C2)=O